(2-amino-3-(3-(4-((pyridin-3-yloxy)methyl)benzyl)isoxazol-5-yl)pyridin-1-ium-1-yl)methyl hydrogen phosphate P(=O)(OC[N+]1=C(C(=CC=C1)C1=CC(=NO1)CC1=CC=C(C=C1)COC=1C=NC=CC1)N)(O)[O-]